7-bromo-2-butyl-1H-imidazo[4,5-d]thieno[3,2-b]pyridine BrC1=CC2=NC=C3C(=C2S1)NC(=N3)CCCC